1-(bromomethyl)-2-methoxy-3-nitrobenzene BrCC1=C(C(=CC=C1)[N+](=O)[O-])OC